O[C@@H]1C[C@H](N(C1)C(CC1=CC(=NO1)C)=O)C(=O)O (2S,4R)-4-hydroxy-1-(2-(3-methylisoxazol-5-yl)acetyl)pyrrolidine-2-carboxylic acid